FC[C@H](C1=CC=CC=C1)NC1=NC(=NC=C1C=1OC(=NN1)C(C)(C)O)NC=1C=C2CNC(C2=CC1)=O (S)-5-((4-((2-fluoro-1-phenylethyl)amino)-5-(5-(2-hydroxypropan-2-yl)-1,3,4-oxadiazol-2-yl)pyrimidin-2-yl)amino)isoindolin-1-one